[Si]([O-])([O-])([O-])O.[Fe+2].[Na+].FC1=CC=C(C(C(=O)N)=C1[2H])[2H] 5-fluorobenzamide-2,6-d2 sodium iron silicate salt